1-cyclopropyl-6-(4-((4-fluorocyclohexyl)oxy)pyrrolo[2,1-F][1,2,4]triazin-5-yl)-2-methyl-1H-imidazo[4,5-b]pyridine C1(CC1)N1C(=NC2=NC=C(C=C21)C=2C=CN1N=CN=C(C12)OC1CCC(CC1)F)C